rac-(1R,10bR)-1-(2-(difluoromethoxy)phenyl)-9-(2-morpholinopyrimidin-5-yl)-3,4-dihydro-1H-[1,4]oxazino[3,4-a]isoindol-6(10bH)-one FC(OC1=C(C=CC=C1)[C@H]1OCCN2[C@@H]1C1=CC(=CC=C1C2=O)C=2C=NC(=NC2)N2CCOCC2)F |r|